CNC(O[C@@H]1CC[C@H](CC1)C(N(C1=CC(=CC=C1)C=1N=C(OC1)C1CC1)C[C@@H]1CC[C@H](CC1)C1=CC(=C(C=C1)OC)C#N)=O)=O trans-4-(((trans-4-(3-Cyano-4-methoxy-phenyl)cyclohexyl)-methyl)(3-(2-cyclopropyloxazol-4-yl)-phenyl)carbamoyl)-cyclohexyl methyl-carbamate